ClC1=C(C=C(OCC(=O)N[C@H]2CN([C@@H](CC2)C=2OC(=NN2)C2=CC=C(C=C2)Cl)CC)C=C1)F 2-(4-chloro-3-fluorophenoxy)-N-[(3r,6s)-6-[5-(4-chlorophenyl)-1,3,4-oxadiazol-2-yl]-1-ethylpiperidin-3-yl]acetamide